(E)-5-((1-(4-cyanomethylpiperidin-1-yl)-1,6-dihydroimidazo[4,5-d]pyrrolo[2,3-b]pyridin-2-yl)diazenyl)-2-hydroxybenzoic acid C(#N)CC1CCN(CC1)N1C(=NC=2C1=C1C(=NC2)NC=C1)/N=N/C=1C=CC(=C(C(=O)O)C1)O